N-(5-(5-(3-(1H-1,2,3-triazol-4-yl)azetidin-1-yl)-1,3,4-oxadiazole-2-yl)pyrimidin-2-yl)-6,7-dihydro-5H-cyclopenta[b]pyridin-6-amine N1N=NC(=C1)C1CN(C1)C1=NN=C(O1)C=1C=NC(=NC1)NC1CC=2C(=NC=CC2)C1